NC1=CN=C(C=C1C(=O)NC12CC(C1)(C2)OC)SC 5-amino-N-(3-methoxybicyclo[1.1.1]pentan-1-yl)-2-(methylthio)isonicotinamide